tert-butyl (3S)-3-[4-[3-chloro-4-(2,2-difluoropropoxy)-2-fluoro-anilino]pyrido[3,2-d]pyrimidin-6-yl]oxypyrrolidine-1-carboxylate ClC=1C(=C(NC=2C3=C(N=CN2)C=CC(=N3)O[C@@H]3CN(CC3)C(=O)OC(C)(C)C)C=CC1OCC(C)(F)F)F